CC1(C(=O)N(C(=O)N1Cl)Cl)C 1,3-dichloro-5,5'-methylhydantoin